C(C1=CC=CC=C1)OC1=C(C(=NC=C1)C1=C(C=C(CC=2C(=C(C(=O)N)C=C(C2)F)OC)C=C1)C)C#N (4-(4-(benzyloxy)-3-cyanopyridin-2-yl)-3-methylbenzyl)-5-fluoro-2-methoxybenzamide